6-((3-bromo-1-methyl-1H-pyrazol-4-yl)methyl)-2-methylimidazo[1,2-b][1,2,4]triazine BrC1=NN(C=C1CC=1N=C2N(N=C(C=N2)C)C1)C